ClC=1C=C(C=CC1)NC(=O)NCC1=CC(=NC=C1)OCF 1-(3-chlorophenyl)-3-[[2-(fluoromethoxy)pyridin-4-yl]methyl]urea